C1(CCCCC1)C1=NC=2C(=NC=CC2C2CCN(CC2)C(=O)C2=CC=C(C=C2)OC(F)(F)F)N1 [4-(2-cyclohexyl-3H-imidazo[4,5-b]pyridin-7-yl)-1-piperidyl]-[4-(trifluoromethoxy)phenyl]methanone